The molecule is an N-acyl-L-homoserine lactone having 8-carboxy-3-oxooctanoyl as the acyl substituent. It is a N-acyl-L-homoserine lactone and a dicarboxylic acid monoamide. C1COC(=O)[C@H]1NC(=O)CC(=O)CCCCCC(=O)O